(R,E)-N-(1-(3,4-dimethoxyphenyl)ethyl)-3-(5-(3-(2-(dimethylamino)ethyl)phenyl)-1H-pyrrolo[2,3-b]pyridin-3-yl)acrylamide COC=1C=C(C=CC1OC)[C@@H](C)NC(\C=C\C1=CNC2=NC=C(C=C21)C2=CC(=CC=C2)CCN(C)C)=O